N-(pyridazin-4-yl)quinoline-2-carboxamide N1=NC=C(C=C1)NC(=O)C1=NC2=CC=CC=C2C=C1